tert-butyl (E)-(2-(5'-bromo-1'-methyl-2,2'-dioxo-[3,3'-biindolinylidene]-1-yl)ethyl)carbamate BrC=1C=C2/C(/C(N(C2=CC1)C)=O)=C/1\C(N(C2=CC=CC=C12)CCNC(OC(C)(C)C)=O)=O